4-(5-bromo-2-methoxyphenyl)-7-(difluoromethoxy)quinazoline-4,6-diamine BrC=1C=CC(=C(C1)C1(NC=NC2=CC(=C(C=C12)N)OC(F)F)N)OC